FC1=C(C(=O)[N+]#[C-])C(=CC=C1)F 2,6-difluorobenzoyl isonitrile